tetra-cyanocadmium (II) C(#N)[Cd-2](C#N)(C#N)C#N